ethyl 2'-chloro-5'-methoxy-6-((3-methoxyazetidin-1-yl)methyl)-(4,4'-bipyridine)-3-carboxylate ClC1=NC=C(C(=C1)C1=C(C=NC(=C1)CN1CC(C1)OC)C(=O)OCC)OC